C(C1=CC=CC=C1)NC1CC=C(CC1)C=1C=NC2=CC=C(N=C2C1)C=1N=CNC1C1=NC(=CC=C1)C N-benzyl-4-[6-[5-(6-methyl-2-pyridyl)-1H-imidazol-4-yl]-1,5-naphthyridin-3-yl]cyclohex-3-en-1-amine